ethyl (1-hydroxymethyl)cyclopropanecarboxylate OCC1(CC1)C(=O)OCC